Cl.Cl.Cl.[Cl-].[Na+] sodium chloride, tris-hydrochloride